tert-butyl 1-((7-methoxy-4-(1-methyl-3-phenyl-1H-pyrazol-4-yl) quinazolin-6-yl) carbamoyl)-3-azabicyclo[3.1.0]hexane-3-carboxylate COC1=C(C=C2C(=NC=NC2=C1)C=1C(=NN(C1)C)C1=CC=CC=C1)NC(=O)C12CN(CC2C1)C(=O)OC(C)(C)C